N1-cyclobutyl-5-(5-methyl-1H-1,2,3,4-tetrazol-1-yl)benzene-1,2-diamine C1(CCC1)NC=1C(=CC=C(C1)N1N=NN=C1C)N